(1-(4-bromo-3-hydroxy-5-methoxyphenyl)piperidin-4-yl)carbamic acid tert-butyl ester C(C)(C)(C)OC(NC1CCN(CC1)C1=CC(=C(C(=C1)OC)Br)O)=O